C(C)OC([C@@H](NC(CC(C)O)=O)C(C)C)=O N-beta-hydroxybutyryl-valine ethyl ester